C1(CCC1)S(=O)(=N)C1=CC=C(COC=2C(C=C(OC2)CN2CC3=CC=CC=C3C2)=O)C=C1 5-((4-(cyclobutanesulphonimidoyl)benzyl)oxy)-2-(isoindolin-2-ylmethyl)-4H-pyran-4-one